5-(methylsulfonyl)pyridine-2-amine CS(=O)(=O)C=1C=CC(=NC1)N